C(C)(C)(C)OC(=O)N1CCC(CC1)(CN1CCNCC1)F 4-fluoro-4-(piperazin-1-ylmethyl)piperidine-1-carboxylic acid tert-butyl ester